3-Ethyl-2-methyl-octadecan-3-ol C(C)C(C(C)C)(CCCCCCCCCCCCCCC)O